N-(3-methoxyphenyl)-1-(4-(hydroxycarbamoyl)benzyl)-1H-indole-3-carboxamide COC=1C=C(C=CC1)NC(=O)C1=CN(C2=CC=CC=C12)CC1=CC=C(C=C1)C(NO)=O